3-(5-(4-((5-cyclopropyl-3-(2,6-dichlorophenyl)isoxazol-4-yl)methoxy)piperidin-1-yl)pyridin-2-yl)-1,2,4-oxadiazol-5(4H)-one C1(CC1)C1=C(C(=NO1)C1=C(C=CC=C1Cl)Cl)COC1CCN(CC1)C=1C=CC(=NC1)C1=NOC(N1)=O